3-{1-[2-(2-hydroxyethoxy)ethyl]-4-methyl-1H-benzotriazol-5-yl}propanoate OCCOCCN1N=NC2=C1C=CC(=C2C)CCC(=O)[O-]